FC1=C2C(=CNC2=CC(=C1)F)CCN(C)CC 2-(4,6-difluoro-1H-indol-3-yl)-N-ethyl-N-methylethan-1-amine